The molecule is a lipid A derivative having an L-alpha-D-Hep-(1->3)-L-alpha-D-Hep-(1->5)-[alpha-Kdo-(2->4)]-alpha-Kdo attached to the free primary hydroxy group of lipid A. It is a member of lipid As, a dodecanoate ester and a tetradecanoate ester. It is a conjugate acid of a (heptosyl)2-(KDO)2-lipid A(6-). CCCCCCCCCCCCCC(=O)O[C@H](CCCCCCCCCCC)CC(=O)O[C@@H]1[C@H]([C@@H](O[C@@H]([C@H]1OP(=O)(O)O)CO[C@@]2(C[C@H]([C@H]([C@H](O2)[C@@H](CO)O)O[C@@H]3[C@H]([C@H]([C@@H]([C@H](O3)[C@H](CO)O)O)O[C@@H]4[C@H]([C@H]([C@@H]([C@H](O4)[C@H](CO)O)O)O)O)O)O[C@@]5(C[C@H]([C@H]([C@H](O5)[C@@H](CO)O)O)O)C(=O)O)C(=O)O)OC[C@@H]6[C@H]([C@@H]([C@H]([C@H](O6)OP(=O)(O)O)NC(=O)C[C@@H](CCCCCCCCCCC)O)OC(=O)C[C@@H](CCCCCCCCCCC)O)O)NC(=O)C[C@@H](CCCCCCCCCCC)OC(=O)CCCCCCCCCCC